OC1=C(C(N(C=C1)C)=O)NC(N[C@@H](CC(=O)O)C=1C=C(C=C(C1)C)C1=CC(=CC=C1)OC(F)(F)F)=O (S)-3-(3-(4-hydroxy-1-methyl-2-oxo-1,2-dihydropyridin-3-yl)ureido)-3-(5-methyl-3'-(trifluoromethoxy)biphenyl-3-yl)propanoic acid